COC1=C(C=CC(=C1)S(=O)(=O)C)NCC#CC1=C(C2=C(S1)C(=CC=C2)NC2CCNCC2)CC(F)(F)F N-(2-(3-((2-methoxy-4-(methyl-sulfonyl)phenyl)amino)prop-1-yn-1-yl)-3-(2,2,2-trifluoroethyl)benzo[b]thiophen-7-yl)piperidin-4-amine